NOCC[S+](C[C@@H]1[C@H]([C@H]([C@@H](O1)N1C=NC=2C(N)=NC=NC12)O)O)C 5'-[[2-(aminooxy)ethyl]methylsulfonio]-5'-deoxy-adenosine